2-Amino-2-deoxy-D-allopyranose N[C@H]1C(O)O[C@@H]([C@H]([C@H]1O)O)CO